C(=O)(OC(C)(C)C)NCCCO 3-bocaminopropanol